(2-fluoro-6-methoxyphenyl)-6-methylnicotinic acid methyl ester COC(C1=C(N=C(C=C1)C)C1=C(C=CC=C1OC)F)=O